P(=S)(SCC)(SCC)OCC triethyl trithiophosphate